C(C#C)C(O)(C(CO)(CO)CO)CC#C di-(2-propynyl)pentaerythritol